ClC=1C(=CC(=NC1)C)C1=CC(=NN1C1OCCCC1)C(=O)N1CCC(CC1)C(=O)OC methyl 1-(5-(5-chloro-2-methylpyridin-4-yl)-1-(tetrahydro-2H-pyran-2-yl)-1H-pyrazole-3-carbonyl)piperidine-4-carboxylate